cyclopentyl (3-fluorophenyl) ketone FC=1C=C(C=CC1)C(=O)C1CCCC1